(1-methyl-1H-indazol-7-yl)boronic acid CN1N=CC2=CC=CC(=C12)B(O)O